(2S)-2-Amino-N-(4-(((3'-(diethylamino)-3H-spiro[isobenzofuran-1,9'-xanthen]-6'-yl)oxy)methyl)phenyl)-4-methylpentanamide N[C@H](C(=O)NC1=CC=C(C=C1)COC=1C=C2OC=3C=C(C=CC3C3(C2=CC1)OCC1=CC=CC=C13)N(CC)CC)CC(C)C